N-[[4-(7-methoxy-4-quinolinyl)phenyl]methyl]-sulfamide COC1=CC=C2C(=CC=NC2=C1)C1=CC=C(C=C1)CNS(=O)(=O)N